CS(=O)(=O)C1=C(C(=C(C=C1)Br)C)C 4-methylsulfonyl-2,3-dimethylbromobenzene